C(C)(C)N1CCOC2(C1)CCN(CC2)C=2C=C1SC3=CC(C=CC3=NC1=CC2)=O 7-(4-isopropyl-1-oxa-4,9-diazaspiro[5.5]undecan-9-yl)-3H-phenothiazin-3-one